N-methyl-1-(1-methylpyrrolidin-2-yl)methylamine CNCC1N(CCC1)C